CC1=NC=C2N1C=C(C(=C2)C(=O)OC)OC2=CC=C(C=C2)OCCOC2CCOCC2 methyl 3-methyl-6-[4-(2-tetrahydropyran-4-yloxyethoxy)phenoxy]imidazo[1,5-a]pyridine-7-carboxylate